ClC(COC(=O)N[C@@H](CC1=CNC=N1)C(=O)O)(Cl)Cl N-(2,2,2-trichloroethoxycarbonyl)histidine